C(C)[N+](\C=C\COC(NC1=C(C=CC=C1)[N+](=O)[O-])=O)(CC)[O-] (E)-N,N-diethyl-3-(((2-nitrophenyl)carbamoyl)oxy)prop-1-en-1-amine oxide